(6-(4-((5-cyclopropyl-3-(2,6-dichlorophenyl)isoxazol-4-yl)methoxy)piperidin-1-yl)pyridin-3-yl)boronic acid C1(CC1)C1=C(C(=NO1)C1=C(C=CC=C1Cl)Cl)COC1CCN(CC1)C1=CC=C(C=N1)B(O)O